O=C1N(C(N(C(N1CCCC(=O)O)=O)CCCC(=O)O)=O)CCCC(=O)O 2,4,6-trioxo-1,3,5-triazine-1,3,5(2H,4H,6H)-tributanoic acid